CC=1C=C(C=CC1)C1=CC(=NN1)N 5-(3-methylphenyl)-1H-pyrazol-3-amine